tert-butyl ((1r,4r)-4-(6-(N-(tert-butoxycarbonyl)carbamimidoyl)-3-cyano-1-(naphthalen-1-ylmethyl)-1H-indole-2-carboxamido)cyclohexyl)carbamate C(C)(C)(C)OC(=O)NC(=N)C1=CC=C2C(=C(N(C2=C1)CC1=CC=CC2=CC=CC=C12)C(=O)NC1CCC(CC1)NC(OC(C)(C)C)=O)C#N